2-{[(2S,5R)-2-(tert-Butoxycarbonyl)-5-vinylpyrrolidin-1-yl]carbonyl}-3-vinylpiperidine-carboxylic acid tert-butyl ester C(C)(C)(C)OC(=O)N1C(C(CCC1)C=C)C(=O)N1[C@@H](CC[C@@H]1C=C)C(=O)OC(C)(C)C